(4S,5R)-5-fluoro-1-[3-(trifluoromethoxy)propyl]-3-(trifluoromethyl)-4,5,6,7-tetrahydroindazol-4-ol F[C@H]1[C@H](C=2C(=NN(C2CC1)CCCOC(F)(F)F)C(F)(F)F)O